1,4-dicyano-naphthalene C(#N)C1=CC=C(C2=CC=CC=C12)C#N